benzylmethionine C(C1=CC=CC=C1)N[C@@H](CCSC)C(=O)O